7-(5-{[tert-butyl(dimethyl)silyl]oxy}-3-oxabicyclo[3.1.1]heptan-1-yl)-3-[2-(methoxymethoxy)-6-methyl-4-(trifluoromethyl)phenyl]-5-methyl-7H-pyrrolo[2,3-c]pyridazine [Si](C)(C)(C(C)(C)C)OC12COCC(C1)(C2)N2C=C(C1=C2N=NC(=C1)C1=C(C=C(C=C1C)C(F)(F)F)OCOC)C